diazabicyclo-[2.2.2]-octane N12NCC(CC1)CC2